6-chloro-2-cyclopropyl-8-(3,3-difluoro-4,4-dimethyl-pyrrolidin-1-yl)imidazo[1,2-b]pyridazine ClC=1C=C(C=2N(N1)C=C(N2)C2CC2)N2CC(C(C2)(C)C)(F)F